CC/C=C/CC(=O)O trans-3-hexanoic acid